FC(C(=O)O)(F)F.O=C1NC(CCC1N1C(C2=CC=CC(=C2C1=O)N1CCN(CC1)CC1CCN(CC1)CC(=O)O)=O)=O 2-[4-[[4-[2-(2,6-dioxo-3-piperidyl)-1,3-dioxo-isoindolin-4-yl]piperazin-1-yl]methyl]-1-piperidyl]acetic acid trifluoroacetate